C(C)OC1=C(C=C2CCN([C@H](C2=C1)CCC1=CNC2=CC=C(C=C12)OC)S(=O)(=O)C1=CC=C(C=C1)OC)OC (S)-7-ethoxy-6-methoxy-1-(2-(5-methoxy-1H-indol-3-yl)ethyl)-2-(4-methoxyphenyl)sulfonyl-1,2,3,4-tetrahydroisoquinoline